C(C)C1(N(C(C(=C(N1)C(=O)OCC1CC(=NO1)C1=CC=C(C=C1)Cl)OC)=O)C)NC(C1=CC=CC=C1)C1=CC=CC=C1 3-(4-chlorophenyl)-4,5-dihydroisoxazol-5-yl-methanol ethyl-2-[(diphenylmethyl)amino]-5-methoxy-1-methyl-6-oxopyrimidine-4-carboxylate